Butanedioic acid, diethyl ester C(CCC(=O)OCC)(=O)OCC